3-((2-(2,6-dioxopiperidin-3-yl)-1,3-dioxoisoindolin-4-yl)amino)propanoic acid O=C1NC(CCC1N1C(C2=CC=CC(=C2C1=O)NCCC(=O)O)=O)=O